4-[2-[(2S)-2-(2-isopropylphenyl)pyrrolidin-1-yl]-7-azaspiro[3.5]nonan-7-yl]-N-[3-nitro-4-([[(1s,4s)-4-hydroxy-4-methylcyclohexyl]methyl]amino)benzenesulfonyl]benzamide C(C)(C)C1=C(C=CC=C1)[C@H]1N(CCC1)C1CC2(C1)CCN(CC2)C2=CC=C(C(=O)NS(=O)(=O)C1=CC(=C(C=C1)NCC1CCC(CC1)(C)O)[N+](=O)[O-])C=C2